C1CCN2CCCC12COC=1C=CC2=C(N=CO2)C1 5-((tetrahydro-1H-pyrrolizin-7a(5H)-yl)methoxy)benzo[d]oxazole